3-chloro-6,7,8,9,9a,10-hexahydro-1H-pyrido-[1',2':3,4]imidazo[1,2-c]pyrimidin-1-one ClC=1C=C2N(C(N1)=O)CC1N2CCCC1